BrC=1C2=C(C(=NC1)N)C(=NN2)I 7-bromo-3-iodo-1H-pyrazolo[4,3-c]pyridin-4-amine